C(=CC1=CC=CC=C1)C1=CC=CC=2SC3=CC=CC=C3NC12 mono-styryl-phenothiazine